OC1=CC=C(C=C(C(=O)O)OC)C=C1 4-hydroxy-methoxycinnamic acid